glycylglycyl-phenylalanyl-glycinamide NCC(=O)NCC(=O)N[C@@H](CC1=CC=CC=C1)C(=O)NCC(=O)N